OC[C@@H](C)NC(=O)C1=NC(=C(C=C1)OC1=CC=C(C=C1)C(F)(F)F)C1=NN(C=C1)C N-[(2R)-1-hydroxypropan-2-yl]-6-(1-methyl-1H-pyrazol-3-yl)-5-[4-(trifluoromethyl)phenoxy]pyridine-2-carboxamide